zirconium di(ethylhexanoate) C(C)C(C(=O)[O-])CCCC.C(C)C(C(=O)[O-])CCCC.[Zr+2]